N-[2-(piperazin-2-yl)pyridin-4-yl]Cyclopropanesulfonamide N1C(CNCC1)C1=NC=CC(=C1)NS(=O)(=O)C1CC1